C(=O)(OC(C)(C)C)N1CCC(CC1)C=O 1-BOC-piperidine-4-formaldehyde